N-(5-(3-fluoro-4-(4-((2-fluoro-5-(trifluoromethoxy)benzyl)carbamoyl)-1H-1,2,3-triazol-1-yl)butyl)-1,3,4-thiadiazol-2-yl)picolinamide FC(CCC1=NN=C(S1)NC(C1=NC=CC=C1)=O)CN1N=NC(=C1)C(NCC1=C(C=CC(=C1)OC(F)(F)F)F)=O